Palladium phosphat P(=O)([O-])([O-])[O-].[Pd+2].P(=O)([O-])([O-])[O-].[Pd+2].[Pd+2]